2'-chloro-5'-(difluoromethoxy)-6-methyl-N-(5-(oxetan-3-yloxy)-1,3,4-thiadiazol-2-yl)-(4,4'-bipyridine)-3-carboxamide ClC1=NC=C(C(=C1)C1=C(C=NC(=C1)C)C(=O)NC=1SC(=NN1)OC1COC1)OC(F)F